2-(4-acetylphenyl)-11-cyclopropyl-10-hydroxy-7,7-dimethyl-5,12b-dihydro-1H,7H-chromeno[4,3-c][1,2,4]triazolo[1,2-a]pyridazine-1,3(2H)-dione C(C)(=O)C1=CC=C(C=C1)N1C(N2N(CC=C3C2C=2C=C(C(=CC2OC3(C)C)O)C3CC3)C1=O)=O